N-[4-[4-fluoro-3-(4-methylpiperazin-1-yl)phenoxy]-6-(o-tolyl)-5-(1,1,2,2,2-pentafluoroethyl)pyrimidin-2-yl]-1-methyl-pyrazole-4-sulfonamide FC1=C(C=C(OC2=NC(=NC(=C2C(C(F)(F)F)(F)F)C2=C(C=CC=C2)C)NS(=O)(=O)C=2C=NN(C2)C)C=C1)N1CCN(CC1)C